N-(5-((5-bromo-2-((2-methoxy-5-methyl-4-(4-(4-methylpiperazin-1-yl)piperidine-1-yl)phenyl)amino)pyrimidin-4-yl)amino)benzo[d][1,3]dioxol-4-yl)-N-methylmethanesulfonamide BrC=1C(=NC(=NC1)NC1=C(C=C(C(=C1)C)N1CCC(CC1)N1CCN(CC1)C)OC)NC1=C(C2=C(OCO2)C=C1)N(S(=O)(=O)C)C